2,6-Dichloro-9-(5-fluoropyridin-2-yl)-9H-purine ClC1=NC(=C2N=CN(C2=N1)C1=NC=C(C=C1)F)Cl